Bromo-2-methylpropionylbromide BrCC(C(=O)Br)C